C1(CC1)C1N(C(CC(C1)O)C1CC1)CC1=CC(=C(C=C1)C)C 2,6-dicyclopropyl-1-(3,4-dimethylbenzyl)piperidin-4-ol